C1CC12CCN(CC2)C2=C(C(=O)NC1=CC3=C(N=CS3)C(=C1)N1CCC(CC1)(F)F)C=CC(=C2)NS(=O)(=O)CCO 2-{6-azaspiro[2.5]octane-6-yl}-N-[4-(4,4-difluoropiperidin-1-yl)-1,3-benzothiazole-6-yl]-4-(2-hydroxyethanesulfonylamino)benzamide